ICC(=O)O[Si](C(C)C)(C(C)C)C(C)C triisopropylsilyl iodoacetate